C(C)(C)N=S(=O)(C1=C(N=C2N1C=C(C=C2)C2=NOC(=N2)C(F)(F)F)C)C (isopropylimino)(methyl)(2-methyl-6-(5-(trifluoromethyl)-1,2,4-oxadiazol-3-yl)imidazo[1,2-a]pyridin-3-yl)-λ6-sulfanone